CC1=CC=C2C=CN(C2=C1)C1=C(C=CC=C1)[N+]#[C-] 6-methyl-1-(2-isocyanophenyl)-indole